pyridooxazolidinone O1C(NC2=C1C=CC=N2)=O